C(C1=CC=CC=C1)OC1=C2C[C@H](N(CC2=CC=C1OC)C=1OC2=C(N1)C=C(C=C2)F)C(=O)OC methyl (S)-5-(benzyloxy)-2-(5-fluorobenzo[d]oxazol-2-yl)-6-methoxy-1,2,3,4-tetra-hydroisoquinoline-3-carboxylate